1-(5-Amino-2-chlorophenyl)-3-methyl-5,6,7,8-tetrahydrocyclohepta[c]pyrrol NC=1C=CC(=C(C1)C=1N=C(C=2C1CCCCC2)C)Cl